ClC=1N=CC(=NC1NS(=O)(=O)C)C=1C=C(C(=O)NC2=CC=C(C=C2)OCCC2=CC=CC=C2)C=CC1 3-(5-Chloro-6-(methylsulfonamido)pyrazin-2-yl)-N-(4-phenethoxyphenyl)benzamide